C(C)(C)(C)OC(=O)N1C2CC(CC1CC2)COC2=CC=CC=C2 3-(phenoxymethyl)-8-azabicyclo[3.2.1]Octane-8-carboxylic acid tert-butyl ester